[(3R)-3-(1H-Triazol-5-yl)pyrrolidin-1-yl]-[2-(3,3,3-trifluoropropoxy)spiro[3.3]heptan-6-yl]methanone N1N=NC=C1[C@H]1CN(CC1)C(=O)C1CC2(CC(C2)OCCC(F)(F)F)C1